5-(cyclohexan-1-yl)-N-[4-(6,7-dimethoxyquinolin-4-yl)oxy-3-fluorophenyl]-4-hydroxy-6-methylpyridine-3-carboxamide C1(CCCCC1)C=1C(=C(C=NC1C)C(=O)NC1=CC(=C(C=C1)OC1=CC=NC2=CC(=C(C=C12)OC)OC)F)O